Cl.CC1=NC=CC(=C1)C1=NSC(=N1)[C@@H](C)N (R)-1-(3-(2-methylpyridin-4-yl)-1,2,4-thiadiazol-5-yl)ethylamine hydrochloride